FC(CN1N=C(C(=C1)C1=CN=C2N1C=CN=C2NC2=CC(=C(C(=O)NCC(N[C@H]1CNCC1)=O)C=C2)CC)C(F)(F)F)F 4-[[3-[1-(2,2-difluoroethyl)-3-(trifluoromethyl)pyrazol-4-yl]imidazo[1,2-a]pyrazin-8-yl]amino]-2-ethyl-N-[2-oxo-2-[[(3R)-pyrrolidin-3-yl]amino]ethyl]benzamide